1,1,1,3,3,3-Hexafluoropropan-2-yl (S)-1-((6-(trifluoromethyl)pyridin-2-yl)carbamoyl)-6-azaspiro[2.5]octan-6-carboxylat FC(C1=CC=CC(=N1)NC(=O)[C@H]1CC12CCN(CC2)C(=O)OC(C(F)(F)F)C(F)(F)F)(F)F